(3β)-Urs-12-ene-3,28-diol C[C@@H]1CC[C@@]2(CC[C@@]3(C(=CC[C@H]4[C@]3(CC[C@@H]5[C@@]4(CC[C@@H](C5(C)C)O)C)C)[C@@H]2[C@H]1C)C)CO